((1s,3s)-3-Hydroxy-3-methylcyclobutyl)(6-(3-methyl-2-(trifluoromethyl)benzyl)-2-azaspiro[3.3]heptan-2-yl)methanon OC1(CC(C1)C(=O)N1CC2(C1)CC(C2)CC2=C(C(=CC=C2)C)C(F)(F)F)C